ethyl-2-epoxycyclohexanecarboxylate C(C)OC(=O)C12C(CCCC1)O2